2-methoxy-2-(3,4,5-trimethoxyphenyl)ethanamine COC(CN)C1=CC(=C(C(=C1)OC)OC)OC